BrC=1C=C2C3(C(N(C2=CC1)C1C(NC(CC1)=O)=O)=O)CC3 3-(5'-bromo-2'-oxospiro[cyclopropane-1,3'-indoline]-1'-yl)piperidine-2,6-dione